(1R,2S,3R,5R)-3-(4-Amino-5-bromo-7H-pyrrolo[2,3-d]pyrimidin-7-yl)-5-(((3-(phenethylamino)propyl)amino)methyl)cyclopentane-1,2-diol NC=1C2=C(N=CN1)N(C=C2Br)[C@H]2[C@@H]([C@@H]([C@H](C2)CNCCCNCCC2=CC=CC=C2)O)O